[Si](C1=CC=CC=C1)(C1=CC=CC=C1)(C(C)(C)C)OC[C@@H](CN1C2(C3=CC=C(C=C3C1)F)CCC1(CC2)OCCO1)C 2''-[(2R)-3-{[tert-butyl(diphenyl)silyl]oxy}-2-methylpropyl]-5''-fluoro-2'',3''-dihydrodispiro[[1,3]dioxolane-2,1'-cyclohexane-4',1''-isoindole]